N-(2-{[6-methyl-2-(pyridin-2-yl)pyrimidin-4-yl]amino}ethyl)-2-phenylacetamide CC1=CC(=NC(=N1)C1=NC=CC=C1)NCCNC(CC1=CC=CC=C1)=O